C(#N)C1=C(C=CC(=C1)F)C1=NC=2N(C(=C1)C)N(CC2)C(C(F)(F)F)C2CC2 5-(2-cyano-4-fluorophenyl)-N-(1-cyclopropyl-2,2,2-trifluoroethyl)-7-methylpyrazolo[1,5-a]Pyrimidine